C1OCC12N(CCC2)CC2=CC=C(C=C2)NC(=O)NCC2=CC=C(C=C2)Cl 1-(4-((2-oxa-5-azaspiro[3.4]octan-5-yl)methyl)phenyl)-3-(4-chlorobenzyl)urea